C(C1=CC=CC=C1)OC[C@H]1O[C@@H]1C1=C(C=CC=C1)Cl (2R,3R)-2-(benzyloxymethyl)-3-(2-chlorophenyl)oxirane